(S)-2-(3-aminopyrrolidin-1-yl)-N-(5-cyclopropyl-2-morpholinooxazolo[4,5-b]pyridin-6-yl)oxazole-4-carboxamide N[C@@H]1CN(CC1)C=1OC=C(N1)C(=O)NC=1C=C2C(=NC1C1CC1)N=C(O2)N2CCOCC2